racemic-3-[5-[4-(2-hydroxyethyl)-1-piperidinyl]-3,4-dihydro-2H-quinolin-1-yl]piperidine-2,6-dione OCCC1CCN(CC1)C1=C2CCCN(C2=CC=C1)[C@H]1C(NC(CC1)=O)=O |r|